C(=O)(O)N1N=NC2=C1C=CC=C2 3-carboxyl-benzotriazole